P(OC[C@H](C(=O)N[C@H](C(=O)N[C@H](C(=O)NC1=CC=C(C=C1)CO)CCCNC(=O)N)C(C)C)N)([O-])=O ((R)-2-amino-3-(((S)-1-(((S)-1-((4-(hydroxymethyl) phenyl) amino)-1-oxo-5-ureidopent-2-yl) amino)-3-methyl-1-oxobutan-2-yl) amino)-3-oxopropyl) phosphonate